ClC1=NC=2N(C(=C1)N(C(OC(C)(C)C)=O)CC1=CC=C(C=C1)C1=CC=NC=C1)N=CC2C(C)C tert-butyl (5-chloro-3-isopropylpyrazolo[1,5-a]pyrimidin-7-yl)(4-(pyridin-4-yl)benzyl)carbamate